(1S,4S)-N1,N1-diethyl-N4-(2-{3-[(4-methanesulfonyl-2-methoxyphenyl)amino]prop-1-yn-1-yl}-1-(2,2,2-trifluoroethyl)-1H-indol-4-yl)cyclohexane-1,4-diamine C(C)N(C1CCC(CC1)NC1=C2C=C(N(C2=CC=C1)CC(F)(F)F)C#CCNC1=C(C=C(C=C1)S(=O)(=O)C)OC)CC